1-[4-(6-Cyclobutoxy-4-trifluoromethyl-pyridin-2-yl)-2,6-difluoro-phenyl]Piperidine-4-carboxylic acid C1(CCC1)OC1=CC(=CC(=N1)C1=CC(=C(C(=C1)F)N1CCC(CC1)C(=O)O)F)C(F)(F)F